mannosyl-2-deoxy-2-[18F]fluoro-glucose C1([C@@H](O)[C@@H](O)[C@H](O)[C@H](O1)CO)C(=O)[C@@H]([C@@H](O)[C@H](O)[C@H](O)CO)[18F]